N1C(CCCC2=C1C=CC=C2)C2=NC(=NC(=C2)C2=CC(=CC=C2)OC(F)(F)F)N 4-(1,3,4,5-Tetrahydro-2H-benzazepin-2-yl)-6-(3-(trifluoromethoxy)phenyl)pyrimidin-2-amine